Bis(cyclopentadienyl)zirconium dichlorid [Cl-].[Cl-].C1(C=CC=C1)[Zr+2]C1C=CC=C1